2,6,9,10-tetrakis(p-dibutylaminostyryl)anthracene tert-butyl-4-[2-(4,6-dichloropyridin-2-yl)ethynyl]piperidine-1-carboxylate C(C)(C)(C)OC(=O)N1CCC(CC1)C#CC1=NC(=CC(=C1)Cl)Cl.C(CCC)N(C1=CC=C(C=CC2=CC3=C(C4=CC=C(C=C4C(=C3C=C2)C=CC2=CC=C(C=C2)N(CCCC)CCCC)C=CC2=CC=C(C=C2)N(CCCC)CCCC)C=CC2=CC=C(C=C2)N(CCCC)CCCC)C=C1)CCCC